2,7-Di(pyridin-2-yl)imidazo[1,2-a]pyrimidine N1=C(C=CC=C1)C=1N=C2N(C=CC(=N2)C2=NC=CC=C2)C1